5-(2,6-dimethylpyridin-3-yl)isoxazole-3-carboxylic acid CC1=NC(=CC=C1C1=CC(=NO1)C(=O)O)C